C(C1=CC=CC=C1)N1C2=C(CCCC1=O)C=CC=C2 1-benzyl-1,3,4,5-tetrahydro-2H-benzo[b]azepin-2-one